1-(2-butyloctyl) 9-(2-((4-(dimethylamino) butanoyl) oxy)-3-((6-(heptadecan-9-yloxy)-6-oxohexanoyl) oxy) propyl) azelate C(CCCCCCCC(=O)OCC(COC(CCCCC(=O)OC(CCCCCCCC)CCCCCCCC)=O)OC(CCCN(C)C)=O)(=O)OCC(CCCCCC)CCCC